Ethyl octane-8-carboxylate CCCCCCCCC(=O)OCC